C(C)S(=O)(=O)CC1CN(C1)C=1N=CC(=C2C=C(N=CC12)NC1=NC(=NC=C1)N1C[C@]([C@@H](CC1)O)(C)F)C(C)C (3S,4R)-1-{4-[(8-{3-[(ethane-sulfonyl)methyl]azetidin-1-yl}-5-(propan-2-yl)-2,7-naphthyridin-3-yl)amino]pyrimidin-2-yl}-3-fluoro-3-methylpiperidin-4-ol